N-ethyl-2'-[5-(pyrrolidin-1-yl)pyridin-3-yl]-5',6'-dihydrospiro[azetidine-3,4'-pyrrolo[1,2-b]pyrazole]-1-carboxamide C(C)NC(=O)N1CC2(CCN3N=C(C=C32)C=3C=NC=C(C3)N3CCCC3)C1